CN(C1=CC=CN=N1)C1CC(NC(C1)(C)C)(C)C 6-(methyl(2,2,6,6-tetramethylpiperidin-4-yl)amino)pyridazin